1-N'-(4-fluorophenyl)-1-N-[4-[6-(1-methylpyrazol-4-yl)quinazolin-4-yl]oxyphenyl]cyclopropane-1,1-dicarboxamide FC1=CC=C(C=C1)NC(=O)C1(CC1)C(=O)NC1=CC=C(C=C1)OC1=NC=NC2=CC=C(C=C12)C=1C=NN(C1)C